dimethyl 4-chloropyridine-2,6-dicarboximidate ClC1=CC(=NC(=C1)C(OC)=N)C(OC)=N